(5S)-5-{[2-(4-carboxyphenyl)ethyl][2-(2-hydroxyphenyl)ethyl]amino}-5,6,7,8-tetrahydroquinoline-2-carboxylic acid C(=O)(O)C1=CC=C(C=C1)CCN([C@@H]1C=2C=CC(=NC2CCC1)C(=O)O)CCC1=C(C=CC=C1)O